N-[1-[6-(3-cyano-5-methyl-pyrazol-1-yl)-5-[(1s)-1-hydroxyethyl]-2-pyridyl]benzimidazol-5-yl]-2,2-dimethyl-N-(6-methylpyridazin-3-yl)propanamide C(#N)C1=NN(C(=C1)C)C1=C(C=CC(=N1)N1C=NC2=C1C=CC(=C2)N(C(C(C)(C)C)=O)C=2N=NC(=CC2)C)[C@H](C)O